CC(CO)CCCCCCCCCO 2-methyl-1,11-undecanediol